CN1CCN(CC1)CCCNC1=C(N=C2N1C=CN=C2)C2=NC=NC=C2 N-(3-(4-methylpiperazin-1-yl)propyl)-2-(pyrimidin-4-yl)imidazo[1,2-a]pyrazin-3-amine